sodium 4-aminosalicylate NC=1C=C(C(C(=O)[O-])=CC1)O.[Na+]